(rac)-[4-(2-tetrahydrofuran-2-yl-3H-imidazo[4,5-b]pyridin-7-yl)-1-piperidyl]-[4-(trifluoromethoxy)phenyl]methanone O1[C@H](CCC1)C1=NC=2C(=NC=CC2C2CCN(CC2)C(=O)C2=CC=C(C=C2)OC(F)(F)F)N1 |r|